6-(3-methoxyphenyl)-2-(pyridin-2-yl)phthalazin-1(2H)-one COC=1C=C(C=CC1)C=1C=C2C=NN(C(C2=CC1)=O)C1=NC=CC=C1